COC(=O)C1CC(NC(C1)C)C.OCCC[Si](O[Si](CCCO)(C)C)(C)C 1,3-bis(hydroxypropyl)-tetramethyl disiloxane methyl-2,6-dimethyl-piperidine-4-carboxylate